C(C)(C)(C)OC(=O)NCCN1N=C(C=C1C(=O)O)C(=O)OC 2-[2-(tert-butoxycarbonylamino)ethyl]-5-methoxycarbonyl-pyrazole-3-carboxylic acid